4-((2s,5r)-2,5-diethyl-4-(2-fluoro-4-(trifluoromethoxy)benzyl)piperazin-1-yl)-1-methyl-2-oxo-1,2-dihydropyrido[3,2-d]pyrimidine-6-carbonitrile C(C)[C@@H]1N(C[C@H](N(C1)CC1=C(C=C(C=C1)OC(F)(F)F)F)CC)C=1C2=C(N(C(N1)=O)C)C=CC(=N2)C#N